C(C1=CC(OC)=C(O)C=C1)(=O)[O-] vanillic acid anion